CCC(CCCCCC(CCC)O)O 3,9-Dodecanediol